C(C)(C)(C)OC(=O)N1CCN(CC1)C=1C=NC(=CC1)C(=O)N1CC(C1)O 4-(6-(3-Hydroxyazetidine-1-carbonyl)pyridin-3-yl)piperazine-1-carboxylic acid tert-butyl ester